FC(C=1C=NC(=C(C(=O)NC2=CC(=NC=C2)S(=O)(=N)C)C1C)OC=1C(=NC(=CC1)F)C)F 5-(difluoromethyl)-2-((6-fluoro-2-methylpyridin-3-yl)oxy)-4-methyl-N-(2-(S-methylsulfonimidoyl)pyridin-4-yl)nicotinamide